NC=1C2=C(N=CN1)N(C(=C2C(=O)OC)Br)C2(CC2)C methyl 4-amino-6-bromo-7-(1-methylcyclopropyl)-7H-pyrrolo[2,3-d]pyrimidine-5-carboxylate